N-(t-butyl)diethanolamine C(C)(C)(C)N(CCO)CCO